ClC1=C(C=C(C=C1OC)OC)N1N=C(C(C(=C1C1=C(C=C(C=C1)F)F)C)=O)COS(=O)(=O)C 1-(2-chloro-3,5-dimethoxyphenyl)-6-(2,4-difluorophenyl)-5-methyl-3-[[(methylsulfonyl)oxy]methyl]-4(1H)-pyridazinone